BrC1=C(OC2=C(O[C@H](C(=O)OC)OC)C=CC=C2)C=C(C(=C1)F)N1C(N(C(=C(C1=O)C)C(F)(F)F)C)=O methyl (2R)-2-[2-[2-bromo-5-[3,5-dimethyl-2,6-dioxo-4-(trifluoromethyl)pyrimidin-1-yl]-4-fluoro-phenoxy]phenoxy]-2-methoxy-acetate